5-[4-[2-(2-hydroxyethoxy)ethoxy]phenoxy]imidazo[1,5-a]pyridine-7-carbohydrazide OCCOCCOC1=CC=C(OC2=CC(=CC=3N2C=NC3)C(=O)NN)C=C1